C(C)(C)(C)OC(=O)N(C1=CC(=C(C(=C1)F)[C@H]1N([C@@H](CC2=CC(=CC=C12)C(=O)OC)C)CC(F)(F)F)F)C1CN(C1)CCCF Methyl (1S,3R)-1-(4-((tert-butoxycarbonyl)(1-(3-fluoropropyl)azetidin-3-yl)amino)-2,6-difluorophenyl)-3-methyl-2-(2,2,2-trifluoroethyl)-1,2,3,4-tetrahydroisoquinoline-6-carboxylate